BrC1=CC=C(C=C1)C1=NC(=CC=C1)C1=CC=C(C=C1)Cl 2-(4-bromophenyl)-6-(4-chlorophenyl)-pyridine